4-((6-bromonaphthalen-2-yl)oxy)-1H-1,2,3-triazole BrC=1C=C2C=CC(=CC2=CC1)OC=1N=NNC1